C1(CC1)C(=O)C1=C(C=C(C=C1)Cl)F (4-chloro-2-fluorophenyl) (cyclopropyl) ketone